(2R,4S)-4-(4-fluorobenzyl)-N-((2S)-1-((2-hydroxy-6,7-dihydro-5H-cyclopenta[b]pyridin-5-yl)amino)-1-oxopropan-2-yl)pyrrolidine-2-carboxamide FC1=CC=C(C[C@H]2C[C@@H](NC2)C(=O)N[C@H](C(=O)NC2CCC3=NC(=CC=C32)O)C)C=C1